(2,6-dimethylphenyl)bisphenol A diphosphate OP(O)(=O)OP(=O)(O)O.CC1=C(C(=CC=C1)C)C1=C(O)C=CC(=C1)C(C)(C)C1=CC=C(C=C1)O